[C@H]12CN(C[C@H](CC1)N2)C2=NC(=NC1=C(C(=C(C=C21)F)C2=C1C=NNC1=CC(=C2C(F)(F)F)C)F)OC[C@]21CCCN1C[C@@H](C2)F 4-((1R,5S)-3,8-diazabicyclo[3.2.1]octan-3-yl)-6,8-difluoro-2-(((2R,7aS)-2-fluorotetrahydro-1H-pyrrolizin-7a(5H)-yl)meth-oxy)-7-(6-methyl-5-(trifluoromethyl)-1H-indazol-4-yl)quinazoline